OCCC1=CC=C(N)C=C1 p-(beta-hydroxyethyl)-aniline